C(C)N(CCC1=CNC2=CC=C(C=C12)OC(CCC)=O)CC butyric acid 3-(2-(diethylamino) ethyl)-1H-indol-5-yl ester